BrC(C(=O)C1=CC(=C(C=C1)C)C)CCCCCCCC bromo-1-(3,4-dimethylphenyl)decan-1-one